Pyrrolo[1,2-b]pyridazine-3-carbonitrile N=1N2C(C=C(C1)C#N)=CC=C2